3-([[3-amino-6-(2-hydroxyphenyl)pyridazin-4-yl]amino]methyl)-N-methylbicyclo[1.1.1]pentane-1-carboxamide NC=1N=NC(=CC1NCC12CC(C1)(C2)C(=O)NC)C2=C(C=CC=C2)O